C(=C)SC=1OC2=C(N1)C=CC(=C2)SCC 2-vinylthio-6-ethylthiobenzoxazole